C[C@@H]1N(C(N(C1)C=1C=C2CN(C(C2=CC1)=O)C1C(N(C(CC1)=O)COCC[Si](C)(C)C)=O)=O)C1=CC=CC=C1 3-(5-((S)-4-methyl-2-oxo-3-phenylimidazolidin-1-yl)-1-oxoisoindolin-2-yl)-1-((2-(trimethylsilyl)ethoxy)methyl)piperidine-2,6-dione